2-(Methoxymethyl)-N7-(3,3,6-trifluoroindan-1-yl)pyrazolo[1,5-a]pyrimidine-3,7-dicarboxamide COCC1=NN2C(N=CC=C2C(=O)NC2CC(C3=CC=C(C=C23)F)(F)F)=C1C(=O)N